CC(C(=O)NCCOC(NCC1=CC=C(C=C1)CN1C(=NC=2C(=NC=3C=CC=CC3C21)N)C2=CSC=C2)=O)=C 4-((4-amino-2-(thiophen-3-yl)-1H-imidazo[4,5-c]Quinolin-1-yl)methyl)benzylcarbamic acid 2-methylacrylamidoethyl ester